C(C)(C)(C)OC(=O)N1[C@H]([C@@H](C1)C(=O)NNC(NC)=S)C |r| trans-rac-2-methyl-3-(2-(methylthiocarbamoyl)hydrazine-1-carbonyl)azetidine-1-carboxylic acid tert-butyl ester